2-{[(5-{bicyclo[1.1.1]pentan-1-yl}-3-ethylimidazol-4-yl)methyl]sulfanyl}-3H,5H,6H,7H-cyclopenta[d]pyrimidin-4-one trifluoroacetate salt FC(C(=O)O)(F)F.C12(CC(C1)C2)C2=C(N(C=N2)CC)CSC=2NC(C1=C(N2)CCC1)=O